(4-cyclopropyl-6-methoxypyrimidin-5-yl)-8-({3-fluoro-4-[1-isopropyl-4-(trifluoromethyl)imidazol-2-yl]-5-methoxyphenyl}methyl)pteridin-7-one C1(CC1)C1=NC=NC(=C1C1=NC=2N(C(C=NC2C=N1)=O)CC1=CC(=C(C(=C1)OC)C=1N(C=C(N1)C(F)(F)F)C(C)C)F)OC